C(N)(OCC1=NC=C(C=N1)C#N)=O [(5-cyanopyrimidin-2-yl)methyl] carbamate